methyl 1-(4-bromophenyl)-4-hydroxy-7-methyl-2-naphthoate BrC1=CC=C(C=C1)C1=C(C=C(C2=CC=C(C=C12)C)O)C(=O)OC